CC1=CC=C(C=C1)C=1N=C2SC3=C(N2C1)CCCC3 2-(4-methylphenyl)-5,6,7,8-tetrahydroimidazo[2,1-b][1,3]benzothiazole